C1(CC1)C=1C=C2C(=NC(=NC2=C(C1C1=C2C=NNC2=CC(=C1C)F)OCC1=CC=C(C(=O)OC(C)(C)C)C=C1)OCC(CN(C)C)(C)C)O tert-butyl 4-[({6-cyclopropyl-2-[3-(dimethylamino)-2,2-dimethylpropoxy]-7-(6-fluoro-5-methyl-1H-indazol-4-yl)-4-hydroxyquinazolin-8-yl}oxy)methyl]benzoate